OC1=CC(=C(C=C1)NS(=O)(=O)C1=CC=CC=C1)C(F)(F)F N-(4-Hydroxy-2-(trifluoromethyl)phenyl)benzenesulfonamide